NC1CCN(CC1)C(=O)C=1C2=C(N(N1)CC(=O)N1CCN(CC1)C1=C(C(=CC=C1)C)C)C[C@@H]1[C@H]2C1 2-((3bR,4aR)-3-(4-Aminopiperidin-1-carbonyl)-3b,4,4a,5-tetrahydro-1H-cyclopropa[3,4]cyclopenta[1,2-c]pyrazol-1-yl)-1-(4-(2,3-dimethylphenyl)piperazin-1-yl)ethanon